4,6-dimethylpyrimidine-2-sulfonyl chloride CC1=NC(=NC(=C1)C)S(=O)(=O)Cl